(1-phenyl-3-hexyltriazene) platinum [Pt].C1(=CC=CC=C1)N=NNCCCCCC